ClC=1C(=C(C=CC1)C)[C@@]1(CNCC1)NC=1C=C2C(N(C=NC2=CC1)C)=O 6-[(S)-3-(3-chloro-2-tolyl)-3-pyrrolidinylamino]-3-methyl-4(3H)-quinazolinone